(1R,4R)-4-(6-(2-hydroxypropan-2-yl)-5-(6-(trifluoromethyl)picolinamido)-2H-indazol-2-yl)cyclohexanecarboxylic acid OC(C)(C)C=1C(=CC2=CN(N=C2C1)C1CCC(CC1)C(=O)O)NC(C1=NC(=CC=C1)C(F)(F)F)=O